Methyl 2-(2-(benzyloxy) acetamido)-5-bromo-4-methoxybenzoate C(C1=CC=CC=C1)OCC(=O)NC1=C(C(=O)OC)C=C(C(=C1)OC)Br